CN(C1=NC(=CC(=C1)C=O)OCC1CCOCC1)C (2-(dimethylamino)-6-((tetrahydro-2H-pyran-4-yl)methoxy)pyridin-4-yl)methanone